(R)-tert-butyl (8-(2-methylpyrimidin-5-yl)chroman-4-yl)methylcarbamate CC1=NC=C(C=N1)C=1C=CC=C2[C@@H](CCOC12)CNC(OC(C)(C)C)=O